FC=1C=C(COC2=NC(N3C(N4C(CSCC4)C3)=C2)=O)C=C(C1OC=1C=NC=C(C1)C(F)(F)F)F 7-((3,5-Difluoro-4-((5-(trifluoro-methyl)pyridin-3-yl)oxy)benzyl)oxy)-3,4,11,11a-tetrahydro-pyrimido[6',1':2,3]imidazo[5,1-c][1,4]thiazin-9(1H)-one